CN1N=C(C=2C1=NC(=CC2)C2=NOC(=N2)C2CN(CCC2)C(=O)C2CC(N(C2)C2=CC=CC=C2)=O)C 4-[3-((1,3-dimethylpyrazolo[3,4-b]pyridin-6-yl)-1,2,4-oxadiazol-5-yl)piperidine-1-carbonyl]-1-phenyl-pyrrolidin-2-one